4-amino-N-(1-((4-chloro-2-fluorophenyl)amino)-6-methylisoquinolin-5-yl)quinazoline-8-carboxamide NC1=NC=NC2=C(C=CC=C12)C(=O)NC1=C2C=CN=C(C2=CC=C1C)NC1=C(C=C(C=C1)Cl)F